COC1=C2C=CC(=NC2=CC(=C1)NC(OC(C)(C)C)=O)[C@@H]1[C@H](C1)C1=NC=CC(=N1)C tert-butyl (5-methoxy-2-((1S,2S)-2-(4-methylpyrimidin-2-yl)cyclopropyl)quinolin-7-yl)carbamate